The molecule is a branched amino tetrasaccharide comprising alpha-D-galactose at the reducing end having a N-acetyl-beta-D-galactosaminyl-(1->4)-[alpha-L-fucosyl-(1->3)]-N-acetyl-beta-D-glucosaminyl moiety attached at the 3-position. It has a role as an epitope. C[C@H]1[C@H]([C@H]([C@@H]([C@@H](O1)O[C@@H]2[C@H]([C@@H](O[C@@H]([C@H]2O[C@H]3[C@@H]([C@H]([C@H]([C@H](O3)CO)O)O)NC(=O)C)CO)O[C@H]4[C@H]([C@H](O[C@@H]([C@@H]4O)O)CO)O)NC(=O)C)O)O)O